S1C=NC2=C1C=CC(=C2)[C@H]2NC[C@@H](C(C2)=O)C (2S,5S)-2-(1,3-benzothiazol-5-yl)-5-methyl-piperidin-4-one